CN1C(C)=C2N=C3C=C(C=CC3=C2C=C1)OC 2-methyl-harmine